(E)-4-(4-(tert-butoxycarbonyl)piperazin-1-yl)but-2-enoic Acid C(C)(C)(C)OC(=O)N1CCN(CC1)C/C=C/C(=O)O